3-bromo-6-(bromomethyl)-2-((tert-butoxycarbonyl)oxy)benzene BrC=1C(=CC(=CC1)CBr)OC(=O)OC(C)(C)C